C(C)(C)(C)C=1C=C(C=C(C1O)SC1=CC(=CC(=C1O)C(C)(C)C)C)C 6,6'-di-tert-butyl-2,2'-thiodi-p-cresol